5-amino-1-(3-fluoro-3-methylbutyl)indolin-2-one NC=1C=C2CC(N(C2=CC1)CCC(C)(C)F)=O